N-[2-(2,6-dioxopiperidin-3-yl)-1-oxo-3H-isoindol-5-yl]-1-ethylpyrrolo[2,3-b]pyridine-5-carboxamide O=C1NC(CCC1N1C(C2=CC=C(C=C2C1)NC(=O)C=1C=C2C(=NC1)N(C=C2)CC)=O)=O